ClC=1C=C(C=C(C1)C=1N(N=C2C(N(CCC21)C(C2=C(C(=CC(=C2)F)C2=CNC(C=C2)=O)Cl)=O)C)C)S(=O)(=O)N 3-chloro-5-[6-[2-chloro-5-fluoro-3-(6-oxo-1H-pyridin-3-yl)benzoyl]-2,7-dimethyl-5,7-dihydro-4H-pyrazolo[3,4-c]pyridin-3-yl]benzenesulfonamide